isopropyl (E)-3-{6-[(E)-1-(4-methylphenyl)-3-pyrrolidine-1-yl-prop-1-enyl]pyridin-2-yl}prop-2-enoate CC1=CC=C(C=C1)/C(=C\CN1CCCC1)/C1=CC=CC(=N1)/C=C/C(=O)OC(C)C